S=C/1NC(S\C1=C/C1=CC(=CC=C1)F)=O (Z)-4-thioxo-5-(3-fluorobenzylidene)thiazolidin-2-one